9-((1-(4-nitrophenyl)piperidin-4-yl)methyl)-1-oxa-4,9-diazaspiro[5.5]undecane [N+](=O)([O-])C1=CC=C(C=C1)N1CCC(CC1)CN1CCC2(CNCCO2)CC1